8-(2-fluoro-4-methyl-phenyl)-2,3-dimethyl-6-[(2R)-2-(1-methylpyrazol-4-yl)morpholin-4-yl]pyrido[3,4-d]pyrimidin-4-one FC1=C(C=CC(=C1)C)C1=NC(=CC2=C1N=C(N(C2=O)C)C)N2C[C@H](OCC2)C=2C=NN(C2)C